[Cl-].CC(CC(C)(C)C)(C)C1=CC=C(OCC[NH2+]CC2=CC=CC=C2)C=C1 N-[2-[4-(1,1,3,3-tetramethylbutyl)phenoxy]ethyl]benzenemethanaminium chloride